C[Ge](C)C trimethyl-germanium